2-(azepan-1-yl)-4-bromo-N-(3-sulfamoyl-phenyl)pyridine-3-carboxamide N1(CCCCCC1)C1=NC=CC(=C1C(=O)NC1=CC(=CC=C1)S(N)(=O)=O)Br